6-(1-((5-(difluoromethyl)-1-methyl-1H-pyrazol-4-yl)sulfonyl)piperidin-4-yl-2,2,6,6-d4)-7-fluoro-[1,2,4]triazolo[1,5-a]pyridine FC(C1=C(C=NN1C)S(=O)(=O)N1C(CC(CC1([2H])[2H])C=1C(=CC=2N(C1)N=CN2)F)([2H])[2H])F